C(C)(C)(C)OC(=O)N(CCC(=O)OCC#N)CCSSC(C)(C)C cyanomethyl 3-((tert-butoxycarbonyl) (2-(tert-butyldisulfanyl)ethyl)amino)propanoate